3-(3-(difluoromethoxy)phenyl)prop-2-yn-1-yl methanesulfonate CS(=O)(=O)OCC#CC1=CC(=CC=C1)OC(F)F